C(#N)C=1C=CC(=C(C1)C1=CC(=NC=C1C(=O)NC=1SC2=C(N1)CN(C2)C(=O)OC(C)(C)C)C)OC tert-Butyl 2-(4-(5-Cyano-2-methoxyphenyl)-6-methylnicotinamido)-4,6-dihydro-5H-pyrrolo[3,4-d]thiazole-5-carboxylate